C(C1=CC=CC=C1)NC(=O)C12N=CC3C(C1N(CC2C3)CC(C)C)CCC3=CC=CC=C3 N-benzyl-1-isobutyl-7-phenethyl-1,2,3,6,7,7a-hexahydro-3aH-3,6-methanopyrrolo[3,2-b]pyridine-3a-carboxamide